OC1(COC1)C1=CC=C(C=C1)C(=O)N1CCC(CC1)C=1C=NC(=CC1)C(F)(F)F (4-(3-hydroxyoxetan-3-yl)phenyl)(4-(6-(trifluoromethyl)pyridin-3-yl)piperidin-1-yl)methanone